CN1C(=NC(=C1)C(F)(F)F)C1=CC=C(C=C1)CN 1-[4-[1-methyl-4-(trifluoromethyl)imidazol-2-yl]phenyl]methylamine